7-((4-(2-methyl-6-(methylcarbamoyl)pyridin-3-yl)piperazin-1-yl)methyl)-3-methylpyrazolo[1,5-a]quinoxalin-4(5H)-one CC1=NC(=CC=C1N1CCN(CC1)CC=1C=C2NC(C=3N(C2=CC1)N=CC3C)=O)C(NC)=O